OC1=CC=C(C=C1)C(CN1C[C@@H]2[C@H](C1)CC(C2)OC=2C(=NC=CC2)OC)=O 1-(4-hydroxyphenyl)-2-((3aR,5s,6aS)-5-((2-methoxypyridin-3-yl)oxy)hexahydrocyclopenta[c]pyrrol-2(1H)-yl)ethanone